FC1=C(C(=CC=C1C#CC)O)N1CC(NS1(=O)=O)=O 5-(2-fluoro-6-hydroxy-3-(prop-1-yn-1-yl)phenyl)-1,2,5-thiadiazolidin-3-one 1,1-dioxide